2,2'-bis(2-hydroxypropoxy)-1,1'-binaphthyl OC(COC1=C(C2=CC=CC=C2C=C1)C1=C(C=CC2=CC=CC=C12)OCC(C)O)C